O1C2=C(OCC1)C=C(C=C2)S(=O)(=O)C=2C=C1C=NN(C(C1=CC2)=O)CC2=NN(C=C2)C2OCCCC2 6-((2,3-dihydrobenzo[b][1,4]dioxin-6-yl)sulfonyl)-2-((1-(tetrahydro-2H-pyran-2-yl)-1H-pyrazol-3-yl)methyl)phthalazin-1(2H)-one